5-[N,N-di(3-hydroxypropyl)-N-hexadecylammonio]2-hydroxypentane OCCC[N+](CCCCCCCCCCCCCCCC)(CCCO)CCCC(C)O